C1(=CC=CC=C1)S(=O)(=O)N1C=CC=2C1=NC=C1C2N(C(=N1)C1=C(C=CC=C1)O)C1CNCC1 2-(6-(Benzenesulfonyl)-1-(pyrrolidin-3-yl)-1,6-dihydroimidazo[4,5-d]pyrrolo[2,3-b]pyridin-2-yl)Phenol